(3-((5-((3S,4S)-4-amino-3-methyl-2-oxa-8-azaspiro[4.5]decan-8-yl)pyrazin-2-yl)thio)-2-chloro-6-methylphenyl)dimethylphosphine oxide N[C@@H]1[C@@H](OCC12CCN(CC2)C=2N=CC(=NC2)SC=2C(=C(C(=CC2)C)P(C)(C)=O)Cl)C